COC(=O)[C@@H]1N(CC(C1)C1=CC(=C(C=C1)OC(F)F)OC(C)C)C(C)=O (2R)-1-acetyl-4-(4-(difluoromethoxy)-3-isopropoxyphenyl)pyrrolidine-2-carboxylic acid methyl ester